tert-butyl O2-methyl (2R,3S)-3-[(1-benzyloxycarbonyl-4-piperidyl)-methyl-carbamoyl]piperidine-1,2-dicarboxylate C(C1=CC=CC=C1)OC(=O)N1CCC(CC1)N(C(=O)[C@@H]1[C@@H](N(CCC1)C(=O)OC(C)(C)C)C(=O)OC)C